ClC1=CC=C(C=C1)/C(=C/C=O)/C#CC(C#CC1=CC=C(C=C1)OCC)(O)C1=CC(=CC(=C1)C)C (Z)-3-(4-chlorophenyl)-6-(3,5-dimethylphenyl)-8-(4-ethoxyphenyl)-6-hydroxyoctane-2-en-4,7-diyne-1-al